6-amino-9-(1'-(azetidin-3-yl)-[1,4'-bipiperidin]-4-yl)-7-(6-(4-fluorophenoxy)pyridin-3-yl)-7,9-dihydro-8H-purin-8-one hydrochloride Cl.NC1=C2N(C(N(C2=NC=N1)C1CCN(CC1)C1CCN(CC1)C1CNC1)=O)C=1C=NC(=CC1)OC1=CC=C(C=C1)F